N-(7-bromo-6-(2-chloro-5-fluorobenzoyl)-3-iodo-2-methyl-2H-indazol-5-yl)-3-fluoro-5-(trifluoromethyl)benzamide BrC1=C(C(=CC2=C(N(N=C12)C)I)NC(C1=CC(=CC(=C1)C(F)(F)F)F)=O)C(C1=C(C=CC(=C1)F)Cl)=O